3-(6-(4-cyclopentyl-1,4-diazepan-1-yl)pyridin-3-yl)-1H-1,2,4-triazole-3,5-diamine C1(CCCC1)N1CCN(CCC1)C1=CC=C(C=N1)C1(NNC(=N1)N)N